(R)-1-(3-(2,3-Dichloro-6-fluorophenyl)-3-(pyrazolo[1,5-a]pyridin-6-ylamino)pyrrolidin-1-yl)prop-2-en-1-one ClC1=C(C(=CC=C1Cl)F)[C@]1(CN(CC1)C(C=C)=O)NC=1C=CC=2N(C1)N=CC2